CC1(CN(C1)CC1=CC=C(NC2=NC3=CC=C(C=C3C(N2C2=CC=CC=C2)=O)F)C=C1)C 2-{4-[(3,3-Dimethylazetidin-1-yl)methyl]anilino}-6-fluoro-3-phenylquinazolin-4(3H)-one